FC=1C(=C(C(=CC1)C)NC(C=C)=O)C N-(3-fluoro-2,6-dimethylphenyl)prop-2-enamide